NC1=NC=C(C2=C1C=NN2)NC(C(N2[C@H](CC[C@@H](C2)C)C=2C=CC1=C(N=C(S1)C(CN(C)C)C)C2)=O)=O N-(4-amino-1H-pyrazolo[4,3-c]pyridin-7-yl)-2-oxo-2-[(2R,5S)-2-[2-[2-(dimethylamino)-1-methyl-ethyl]-1,3-benzothiazol-5-yl]-5-methyl-1-piperidyl]acetamide